P(=O)(O)(O)OC[C@@H]1[C@H]([C@H]([C@@H](O1)C1=CNC(=O)NC1=O)O)O pseudouridine 5'-monophosphate